CN1CCN(CC1)C1=C(C=C(C=C1)[N+](=O)[O-])NC(C)=O N-[2-(4-methylpiperazin-1-yl)-5-nitrophenyl]acetamide